4,4''-difluoro-[1,1':3',1''-terphenyl]-5'-carboxylic acid FC1=CC=C(C=C1)C1=CC(=CC(=C1)C(=O)O)C1=CC=C(C=C1)F